C(C)(C)(C)C(CS(=O)(=O)[O-])CNC1CCCCC1.[Na+] sodium 2-tert-butyl-3-(cyclohexylamino)-1-propanesulfonate